FC1=C(C=C(C(=C1)C)S(=O)CC(F)(F)F)N1N=C(N=C1N)C(F)(F)F 1-{2-fluoro-4-methyl-5-[(2,2,2-trifluoroethyl)-sulfinyl]phenyl}-3-(trifluoromethyl)-1H-1,2,4-triazole-5-amine